methyl (3S)-3-phenyl-2,3,4,5-tetrahydro-1,4-benzoxazepine-8-carboxylate C1(=CC=CC=C1)[C@H]1COC2=C(CN1)C=CC(=C2)C(=O)OC